2,8-difluoro-3-piperazin-1-yl-5-ethyl-5H-indolo[3,2-c][1,8]naphthyridine FC=1C=C2C=3C(=CN(C2=NC1N1CCNCC1)CC)C1=CC(=CC=C1N3)F